BrC=1C=C2CCC=3N(C2=C(C1)NC)C(=NN3)C 7-bromo-N,1-dimethyl-4,5-dihydro-[1,2,4]triazolo[4,3-a]quinolin-9-amine